tris(2,2,6,6-tetramethyl-4-piperidinyl)-benzene-1,3,5-tricarboxylate CC1(NC(CC(C1)C1=C(C(=C(C(=C1C(=O)[O-])C1CC(NC(C1)(C)C)(C)C)C(=O)[O-])C1CC(NC(C1)(C)C)(C)C)C(=O)[O-])(C)C)C